(R)-N-((5-(oxetan-3-yloxy)pyridin-2-yl)methyl)-1-(pyrimidin-2-yl)ethan-1-amine O1CC(C1)OC=1C=CC(=NC1)CN[C@H](C)C1=NC=CC=N1